F\C(=C/C1=CC=C(C=C1)C(C)C)\C1CCOCC1 (Z)-4-(1-fluoro-2-(4-isopropylphenyl)vinyl)tetrahydro-2H-pyran